O=C1N(C(CC1)=O)[C@H]1CN(CCC1)C=1N=NC(=CN1)C(=O)N 3-((R)-3-(2,5-dioxopyrrolidin-1-yl)piperidin-1-yl)-1,2,4-triazine-6-carboxamide